N-[4-(6,7-Dimethoxyquinolin-4-yl)oxy-3-fluorophenyl]-4-ethoxy-5-(4-fluorophenyl)-6-methylpyridazine-3-carboxamide COC=1C=C2C(=CC=NC2=CC1OC)OC1=C(C=C(C=C1)NC(=O)C=1N=NC(=C(C1OCC)C1=CC=C(C=C1)F)C)F